eicosyl butyl ether C(CCC)OCCCCCCCCCCCCCCCCCCCC